ClC1=C(C=C(C=C1)F)C1NC(C2=CC(=CC=C12)C=1C=NN(C1)C(F)F)=O 3-(2-chloro-5-fluorophenyl)-6-(1-difluoromethyl-1H-pyrazol-4-yl)-1-oxoisoindoline